1-carboxyprop-2-yl disulfide C(=O)(O)CC(C)SSC(CC(=O)O)C